C[C@H]([C@H](C)O)O MESO-2,3-BUTANEDIOL